imino(methyl)(m-tolyl)-λ6-sulfanone N=S(=O)(C=1C=C(C=CC1)C)C